N1-cyclobutyl-5-(1,3-oxazol-2-yl)benzene-1,2-diamine C1(CCC1)NC=1C(=CC=C(C1)C=1OC=CN1)N